benzyl 4-((chlorosulfonyl) methyl)piperidine-1-carboxylate ClS(=O)(=O)CC1CCN(CC1)C(=O)OCC1=CC=CC=C1